(6Z)-12-bromododecane-6-ene BrCCCCC\C=C/CCCCC